CC1=CCC=CC1 2-Methyl-1,4-cyclohexadien